OB1OCC2=C1C=CC(=C2)\C=N\N(C=2C1=C(N=CN2)N=C(S1)SC)CCCOC N-[(E)-(1-Hydroxy-3H-2,1-benzoxaborol-5-yl)methylenamino]-N-(3-Methoxypropyl)-2-methylsulfanyl-thiazolo[4,5-d]pyrimidin-7-amin